tert-butyl (3S,4R)-3-fluoro-4-((4-(4-(trifluoromethyl)phenyl)phthalazin-1-yl)amino)pyrrolidine-1-carboxylate F[C@H]1CN(C[C@H]1NC1=NN=C(C2=CC=CC=C12)C1=CC=C(C=C1)C(F)(F)F)C(=O)OC(C)(C)C